6-(dimethoxymethylsilyl)-3-(tert-butylcarbamoyl)hexanoic acid COC(OC)[SiH2]CCCC(CC(=O)O)C(NC(C)(C)C)=O